2-[3-(3-bromophenyl)ureido]-4-methoxy-N-(3-hydroxy-propyl)benzamide BrC=1C=C(C=CC1)NC(NC1=C(C(=O)NCCCO)C=CC(=C1)OC)=O